4-fluoro-6-[[2-[2-oxo-3-(3-oxo-4H-pyrido[3,2-b][1,4]oxazin-6-yl)-1,3-oxazolidin-5-yl]ethylamino]methyl]-6,7-dihydro-5H-cyclopenta[c]pyridine-1-carbonitrile FC=1C2=C(C(=NC1)C#N)CC(C2)CNCCC2CN(C(O2)=O)C=2C=CC=1OCC(NC1N2)=O